FC1=C2C=NNC2=C2C(=C1)CCC2C 4-fluoro-8-methyl-1,6,7,8-tetrahydrocyclopenta[g]indazole